CN(CCCC1=C(C(=O)N)C=CC(=C1)C=1C=C2C=CC=NC2=C(C1)O)C (3-(Dimethylamino)propyl)-4-(8-hydroxyquinolin-6-yl)benzamide